(2,6-dimethylphenyl) 1,3-phenylene diphosphate O(P1(OC2=CC(=CC=C2)OP(O1)(=O)[O-])=O)C1=C(C=CC=C1C)C